COC(CNC1=NC=C(C=C1)Br)=O.ClC1=NC(=NC2=CC=CC=C12)C=1C=NC=CC1 4-chloro-2-(3-pyridyl)quinazoline methyl-[(5-bromopyridin-2-yl)amino]acetate